dimethyl-2-hydroxyethyl-2,3-ditolyl-oxypropyl-ammonium bromide [Br-].C[N+](CC(COC1=C(C=CC=C1)C)OC1=C(C=CC=C1)C)(CCO)C